FC=1C=C(C=CC1F)S(=O)CC(=O)C1=CC=C(C=C1)C1=NOC(=N1)C(F)(F)F 2-((3,4-difluorophenyl)sulfinyl)-1-(4-(5-(trifluoromethyl)-1,2,4-oxadiazol-3-yl)phenyl)ethan-1-one